Cyclopropanecarboxylic acid C1(CC1)C(=O)O